N-[(6-Amino-2-pyridyl)sulfonyl]-6-cyclohexyl-2-[(2S,5R)-2,5-dimethylpyrrolidin-1-yl]pyridin-3-carboxamid NC1=CC=CC(=N1)S(=O)(=O)NC(=O)C=1C(=NC(=CC1)C1CCCCC1)N1[C@H](CC[C@H]1C)C